C1(CCCCC1)N1C(N(C=C1)C1CCCCC1)=C[Si](O[Si](C)(C=C)C=C)(C)C 1,3-bis(cyclohexyl)imidazol-2-ylidenedivinyltetramethyldisiloxane